N-(5-cyano-4-isopropoxypyridin-2-yl)-6-((2-(dimethylamino)-N-methylacetylamino)methyl)-7-formyl-3,4-dihydro-1,8-naphthyridine-1(2H)-carboxamide C(#N)C=1C(=CC(=NC1)NC(=O)N1CCCC2=CC(=C(N=C12)C=O)CNC(C(N(C)C)C)=O)OC(C)C